C(C=C)(=O)N1C[C@@H]2COC3=C(C(N2CC1)=O)C(=NC(=C3F)C3=C(C=CC=C3)F)N3C(C[C@@H](C3)N3CC(C3)F)(C)C (R)-8-acryloyl-4-fluoro-1-((S)-4-(3-fluoroazetidin-1-yl)-2,2-dimethylpyrrolidin-1-yl)-3-(2-fluorophenyl)-6,6a,7,8,9,10-hexahydro-12H-pyrazino[2,1-c]pyrido[3,4-f][1,4]oxazepin-12-one